N-(1-(4-cyanophenyl)ethyl)-6-(5-cyanopyridin-2-yl)-1-(4-fluorophenylmethyl)-4-hydroxy-2-oxo-1,2-dihydro-1,8-naphthyridine-3-carboxamide C(#N)C1=CC=C(C=C1)C(C)NC(=O)C=1C(N(C2=NC=C(C=C2C1O)C1=NC=C(C=C1)C#N)CC1=CC=C(C=C1)F)=O